(1-Cyano-2-ethoxy-2-ethylideneaminooxy)dimethylamino-morphine C(#N)CC(OCC)=NO[C@]12[C@]34C=5C(=C(C=CC5C[C@H]([C@@H]3C=C[C@@H]2O)N(C)CC4)ON(C)C)O1